CC1=CC=CC(=N1)C=1C(=C2N(N1)CCC2)C2=CC(=NC=C2)C2=NC1=C(N2)CN(C1)C1N(CCC1)C(=O)N1C(CCC1)N1CC=2NC(=NC2C1)C1=NC=CC(=C1)C1=C2N(N=C1C1=NC(=CC=C1)C)CCC2 (2-(4-(2-(6-Methylpyridin-2-yl)-5,6-dihydro-4H-pyrrolo[1,2-b]pyrazol-3-yl)pyridin-2-yl)-4,6-dihydropyrrolo[3,4-d]imidazol-5(1H)-yl)(pyrrolidin-1-yl)ketone